BrC1=CC=CC=2C=3N(C(=NC12)N[C@H](C(=O)NCCC)CC)N=C(N3)C3=C(C=C(C=C3)Cl)OC(F)(F)F (2S)-2-({7-bromo-2-[4-chloro-2-(trifluoromethoxy)phenyl][1,2,4]triazolo[1,5-c]quinazolin-5-yl}amino)-N-propylbutanamide